FC(C1=CC=C(C=C1)C=1C=2N(C=C(N1)CN)N=CN2)(F)F (8-(4-(Trifluoromethyl)phenyl)-[1,2,4]triazolo[1,5-a]pyrazin-6-yl)methanamine